beta-hydroxy-beta-methylglutaryl-coa OC(CC(=O)SCCNC(CCNC([C@@H](C(COP(OP(OC[C@@H]1[C@H]([C@H]([C@@H](O1)N1C=NC=2C(N)=NC=NC12)O)OP(=O)(O)O)(=O)O)(=O)O)(C)C)O)=O)=O)(CC(=O)O)C